ClC1=C2C(=NC(=N1)Cl)N(NC2C)C2OCCCC2 4,6-dichloro-3-methyl-1-(tetrahydropyran-2-yl)-2H,3H-pyrazolo[3,4-d]pyrimidine